6-(isopropyl(methyl)amino)-2-(6-(6-methyl-5,6,7,8-tetrahydro-[1,2,4]triazolo[4,3-a]pyridin-3-yl)pyridin-2-yl)-4-((methylamino)methyl)-2,3-dihydro-1H-pyrrolo[3,4-c]pyridin-1-one C(C)(C)N(C1=CC2=C(C(=N1)CNC)CN(C2=O)C2=NC(=CC=C2)C2=NN=C1N2CC(CC1)C)C